FC(S(=O)(=O)OC1=CC(=C(C(=C1)F)C=1C=NC(=CC1)F)F)(F)F [3,5-difluoro-4-(6-fluoro-3-pyridyl)phenyl] trifluoromethanesulfonate